3-(((3aR,5s,6aS)-2-(((2R)-7-oxabicyclo[2.2.1]heptan-2-yl)methyl)octahydro-cyclopenta[c]pyrrol-5-yl)amino)-6-(5-fluoro-2-methylphenyl)pyridazine-4-carbonitrile C12[C@H](CC(CC1)O2)CN2C[C@@H]1[C@H](C2)CC(C1)NC=1N=NC(=CC1C#N)C1=C(C=CC(=C1)F)C